C1(CC1)C=1C=NN(C1CO[C@H]1[C@@H]2CN([C@H](C1)C2)C(=O)OCC2=CC=CC=C2)C2=C(C=CC=C2Cl)Cl benzyl (1s,4s,5r)-5-[[4-cyclopropyl-1-(2,6-dichlorophenyl)-1H-pyrazol-5-yl] methoxy]-2-azabicyclo[2.2.1]heptane-2-carboxylate